1-(2-((6-(4-fluorophenyl)-4-((1-(2-(trifluoromethyl)pyrimidin-5-yl)ethyl)amino)quinazolin-8-yl)oxy)acetamido)cyclopropane-1-carboxylic acid FC1=CC=C(C=C1)C=1C=C2C(=NC=NC2=C(C1)OCC(=O)NC1(CC1)C(=O)O)NC(C)C=1C=NC(=NC1)C(F)(F)F